N-(3-(2-chloro-8,9-dihydroimidazo[1',2':1,6]pyrido[2,3-d]pyrimidin-6-yl)-4-methylphenyl)-4-(trifluoromethyl)pyridineamide ClC=1N=CC2=C(N1)N1C(C(=C2)C=2C=C(C=CC2C)NC(=O)C2=NC=CC(=C2)C(F)(F)F)=NCC1